2,2,5-trimethyl-1,4-dioxa-2-silacyclohexan-6-one C[Si]1(OC(C(OC1)C)=O)C